N-(1-benzyl-4-piperidyl)-3-[6-[2-(dimethylamino)ethylamino]-[1,2,4]triazolo[4,3-b]pyridazin-3-yl]propanamide C(C1=CC=CC=C1)N1CCC(CC1)NC(CCC1=NN=C2N1N=C(C=C2)NCCN(C)C)=O